C1(CC1)C=1C=C2C(=NC1)N=C(S2)N 6-cyclopropylthiazolo[4,5-b]pyridin-2-amine